CC=1CC[C@H]([C@@H](C1)C=1C(=CC(=CC1CCC1=CC=CC=C1)O)O)C(=C)C (1'R,2'R)-5'-methyl-6-phenethyl-2'-(prop-1-en-2-yl)-1',2',3',4'-Tetrahydro-[1,1'-biphenyl]-2,4-diol